C(C)N1N=CC2=C(C=C(C(=C12)OC)NC1=CC(=NC=C1C(=O)NC([2H])([2H])[2H])NC1=NC=NC=C1)F 4-((1-Ethyl-4-fluoro-7-methoxy-1H-indazol-6-yl)amino)-N-(methyl-d3)-6-(pyrimidin-4-ylamino)nicotinamide